antimony diisopropyldithiophosphate C(C)(C)SP(=S)(OC(C)C)[O-].[Sb+]